C1(=CC=C(C=C1)C1=C(OCCO1)C1=CC=C(N(C2=CC=CC=C2)C2=CC=CC=C2)C=C1)C1=CC=CC=C1 4-(3-([1,1'-Biphenyl]-4-yl)-5,6-dihydro-1,4-dioxin-2-yl)-N,N-diphenylaniline